1-chloro-3-(5-(difluoromethyl)-1,3,4-thiadiazol-2-yl)-N-(1-(fluoromethyl)cyclopropyl)-8-(4-methylpiperazin-1-yl)imidazo[1,5-a]pyridine-6-sulfonamide formate C(=O)O.ClC=1N=C(N2C1C(=CC(=C2)S(=O)(=O)NC2(CC2)CF)N2CCN(CC2)C)C=2SC(=NN2)C(F)F